ClC=1C=C(C(=NC1)N1CC(N(C2(CC(C2)O)C1=O)CC1=CC=C(C=C1)F)=O)F 8-(5-chloro-3-fluoropyridin-2-yl)-5-(4-fluorobenzyl)-2-hydroxy-5,8-diazaspiro[3.5]nonane-6,9-dione